C(C)(C)(C)N1N=C(C=C1NC(OCC1=CC=CC=C1)=O)[C@H]1C[C@H]([C@H](C1)F)O[Si](C)(C)C(C)(C)C |r| rac-benzyl (1-(tert-butyl)-3-((1S,3R,4S)-3-((tert-butyldimethylsilyl)oxy)-4-fluorocyclopentyl)-1H-pyrazol-5-yl)carbamate